C(CCCCCCCCCCCCCCCCC)N1C(=C(C(C2=C(C=C(C=C12)OC1OCCCC1)OC1OCCCC1)=O)OC1OCCCC1)C1=CC(=C(C=C1)OC1OCCCC1)OC1OCCCC1 N-octadecyl-2-(3,4-di-tetrahydropyranyloxyphenyl)-3,5,7-tri-tetrahydropyranyloxylquinolin-4-one